methylolcarbon 2,4,5,6-tetrahydropyrrolo[3,4-c]pyrazole-4-carboxylate N=1NC=C2C1CNC2C(=O)[O-].C(O)[C+3].N=2NC=C1C2CNC1C(=O)[O-].N=1NC=C2C1CNC2C(=O)[O-]